(S)-(1-methyl-1H-pyrazol-5-yl)(4-(7-methylbenzo[d]oxazol-2-yl)-6,7-dihydro-1H-imidazo[4,5-c]pyridin-5(4H)-yl)methanone CN1N=CC=C1C(=O)N1[C@@H](C2=C(CC1)NC=N2)C=2OC1=C(N2)C=CC=C1C